O=C1NC(CCC1N1C(C2=CC=C(C=C2C1=O)C1CCN(CC1)C1CCN(CC1)CCOC1=CC=C(C=C1)\C(=C(\CC)/C1=CC=CC=C1)\C1=CC=C(C=C1)O)=O)=O (Z)-2-(2,6-dioxopiperidin-3-yl)-5-(1'-(2-(4-(1-(4-hydroxyphenyl)-2-phenylbut-1-en-1-yl)phenoxy)ethyl)-[1,4'-bipiperidin]-4-yl)isoindoline-1,3-dione